2-((14-(ethyldimethylsilyl)tetradecyl)thio)ethyl hydrogen ((((R)-1-(6-amino-9H-purin-9-yl)propan-2-yl)oxy)methyl)phosphonate NC1=C2N=CN(C2=NC=N1)C[C@@H](C)OCP(OCCSCCCCCCCCCCCCCC[Si](C)(C)CC)(O)=O